N-(2-iodoethyl)pyrrolidine hydroiodic acid salt I.ICCN1CCCC1